tert-butyl 2-(2-methyloxan-4-ylidene)hydrazine-1-carboxylate CC1OCCC(C1)=NNC(=O)OC(C)(C)C